ClC=1C(=NC=CC1C1N(CCC2=C1N=C(N2C)C(=O)N)C)C2=C(C(=CC=C2)NC(=O)C2=NN(C=1C(CCCC21)=C=O)C)C (3-chloro-2-(2-methyl-3-(1-methyl-7-carbonyl-4,5,6,7-tetrahydro-1H-indazole-3-carboxamido)phenyl)pyridin-4-yl)-1,5-dimethyl-4,5,6,7-tetrahydro-1H-imidazo[4,5-c]pyridine-2-carboxamide